IC1=CN=C(N(C1=C=O)C)N1CCC2([C@@H]([C@@H](OC2)C)N[S@](=O)C(C)(C)C)CC1 (R)-N-((3S,4S)-8-(5-iodo-1-methyl-6-carbonyl-1,6-dihydropyrimidin-2-yl)-3-methyl-2-oxa-8-azaspiro[4.5]decan-4-yl)-2-methylpropane-2-sulfinamide